chloroacetamide ClCC(=O)N